Cl.CC1=C(C=CC=C1C)C=1CCCC2=C(C1C1=CC=C(C=C1)CC1CN(C1)CCCF)C=CC(=C2)C(=O)O 8-(2,3-dimethylphenyl)-9-(4-((1-(3-fluoropropyl)azetidin-3-yl)methyl)phenyl)-6,7-dihydro-5H-benzo[7]annulene-3-carboxylic acid hydrochloride